(R)-1-(2-(5-Aminopent-2-yloxy)-5-fluorophenyl)ethylcarbamic acid tert-butyl ester C(C)(C)(C)OC(N[C@H](C)C1=C(C=CC(=C1)F)OC(C)CCCN)=O